C(C)(C)(C)OC(=O)N1CC(C(C1)F)OC(=O)N1CCC(CC1)OC1=CC(=C2C(=N1)C(=CS2)C(NC)=O)C(F)(F)F 4-((3-(methylcarbamoyl)-7-(trifluoromethyl)thieno[3,2-b]pyridin-5-yl)oxy)piperidine-1-carboxylic acid 1-(tert-butoxycarbonyl)-4-fluoropyrrolidin-3-yl ester